3-methyl-2-{[2-(trimethylsilyl)ethoxy]methyl}-2H,4H,5H,6H-cyclopenta[c]pyrazol-6-one CC1=C2C(=NN1COCC[Si](C)(C)C)C(CC2)=O